5-iodo-2-((triethylsiloxy)phenyl)pent-1-en-3-one ICCC(C(=C)C1=C(C=CC=C1)O[Si](CC)(CC)CC)=O